tert-Butyl 1-{[4-(1,1,1,3,3,3-hexafluoro-2-hydroxypropan-2-yl)phenyl]carbamoyl}-5-[(2-methylpropyl)sulfanyl]-1,3-dihydro-2H-isoindole-2-carboxylate FC(C(C(F)(F)F)(O)C1=CC=C(C=C1)NC(=O)C1N(CC2=CC(=CC=C12)SCC(C)C)C(=O)OC(C)(C)C)(F)F